(S)-2-Hydroxy-propionic acid (S)-1-[(S)-1-((S)-1-benzyloxycarbonyl-ethoxycarbonyl)-ethoxycarbonyl]-ethyl ester C(C1=CC=CC=C1)OC(=O)[C@H](C)OC(=O)[C@H](C)OC(=O)[C@H](C)OC([C@H](C)O)=O